4-Chloro-7-methyl-6-nitroquinoline ClC1=CC=NC2=CC(=C(C=C12)[N+](=O)[O-])C